C(C=C)N1N(C2=NC(=NC=C2C1=O)NC1=CC(=CC=C1)N1N=CC=C1)C1=NC(=CC=C1)OC1CCNCC1 2-allyl-1-[6-(4-piperidyloxy)-2-pyridyl]-6-[m-(1-pyrazolyl)phenylamino]-1,2-dihydro-3H-1,2,5,7-tetraazainden-3-one